(S)-N-(3-chloro-4-fluorophenyl)-7-fluoro-1-(propylsulfanyl)-2,3-dihydro-1H-indene-4-carboxamide ClC=1C=C(C=CC1F)NC(=O)C=1C=2CC[C@@H](C2C(=CC1)F)SCCC